ClC1=CN=C2C(=N1)N(N=C2C)C(C)C2=C(C=C(C=C2)Cl)F 6-chloro-1-(1-(4-chloro-2-fluorophenyl)ethyl)-3-methyl-1H-pyrazolo[3,4-b]pyrazine